O1C(COCC1)OCCCCCC 1,4-dioxaneOxyhexane